BrC=1C=C2C(=C(C=NC2=CC1)S(=O)(=O)N)Cl 6-bromo-4-chloro-quinoline-3-sulfonamide